The molecule is an epoxy(hydroxy)icosatrienoic acid consisting of (5Z,9E,14Z)-icosa-5,9,14-trienoic acid having additional (8R)-hydroxy- and (11S,12S)-epoxy groups. It derives from a (5Z,9E,14Z)-icosa-5,9,14-trienoic acid. It is a conjugate acid of an (8R)-hydroxy-(11S,12S)-epoxyicosa-(5Z,9E,14Z)-trienoate. CCCCC/C=C\\C[C@H]1[C@@H](O1)/C=C/[C@@H](C/C=C\\CCCC(=O)O)O